NC1=CC=C2CCC3(CC=4N=C(N=C(C4CO3)N3C[C@@](CCC3)(O)C)OC[C@]34CCCN4C[C@@H](C3)F)C2=C1 (3R)-1-(6-amino-2'-(((2R,7aS)-2-fluorotetrahydro-1H-pyrrolizin-7a(5H)-yl)methoxy)-2,3,5',8'-tetrahydrospiro[indene-1,7'-pyrano[4,3-d]pyrimidin]-4'-yl)-3-methylpiperidin-3-ol